C(C(C)C)C1(C(=C(C(C1)=O)C)C(C)C)C 4-isobutyl-3-isopropyl-2,4-dimethylcyclopent-2-en-1-one